2-fluoro-1,3-dimethylimidazole FC1N(C=CN1C)C